NCCCC(CN)(CN)CCCN bis(3-aminopropyl)propane-1,3-diamine